C(C1=CC=CC=C1)C=1C=NC(=NC1)N1CCN(CC1)C1=CN=C2N1C=C(N=C2)C=2C=NN(C2)C 3-[4-(5-benzylpyrimidin-2-yl)piperazin-1-yl]-6-(1-methyl-1H-pyrazol-4-yl)imidazo[1,2-a]pyrazine